FC1=C(C=CC=C1)C(C)C1=CC=CC2=C1NC(=NS2(=O)=O)NCC2=NC=CC=C2Cl 5-(1-(2-fluorophenyl)ethyl)-3-(((3-chloropyridin-2-yl)methyl)amino)-4H-benzo[e][1,2,4]thiadiazine 1,1-dioxide